ClC1=C(C=CC=2N(C(N(C21)C)=O)C2C(NC(CC2)=O)=O)C2CCN(CC2)CC(=O)OC(C)(C)C tert-butyl 2-[4-[4-chloro-1-(2,6-dioxo-3-piperidyl)-3-methyl-2-oxo-benzimidazol-5-yl]-1-piperidyl]acetate